tert-butyl 3-[4-chloro-6-(5-isopropoxypyrazolo[1,5-a]pyridin-3-yl)-2-pyridyl]piperidine-1-carboxylate ClC1=CC(=NC(=C1)C=1C=NN2C1C=C(C=C2)OC(C)C)C2CN(CCC2)C(=O)OC(C)(C)C